ethyl (Z)-4-fluoro-3-phenylbut-2-enoate FC\C(=C/C(=O)OCC)\C1=CC=CC=C1